1,1'-(1,4-butanediyl)bis(imidazole) C(CCCN1C=NC=C1)N1C=NC=C1